N1(N=CN=C1)CCC(=O)O 3-(1,2,4-triazol-1-yl)propionic acid